(1aRS,7bSR)-5-{2-[((R)-1-ethylpyrrolidin-3-yl)amino]-benzenesulfonylamino}-1,1a,2,7b-tetrahydrocyclopropa-[c]chromene-4-carboxylic acid C(C)N1C[C@@H](CC1)NC1=C(C=CC=C1)S(=O)(=O)NC1=CC=C2[C@@H]3[C@H](COC2=C1C(=O)O)C3 |&1:22,23|